O=C1NC(CCC1N1C(C2=CC=C(C=C2C1=O)N1CC2(CCC1)CCNCC2)=O)=O 2-(2,6-dioxopiperidin-3-yl)-5-(2,9-diazaspiro[5.5]undecan-2-yl)isoindoline-1,3-dione